Cl.N1=CN=C(C2=C1NC=C2)N2CCSC(=C2)C(=O)N2C[C@@H](C[C@H](C2)O)N (4-(7H-pyrrolo[2,3-d]pyrimidin-4-yl)-3,4-dihydro-2H-1,4-thiazin-6-yl)((3R,5R)-3-amino-5-hydroxypiperidin-1-yl)methanone hydrochloride